N1=NN(C2=NC=CC=C21)C2=CC(=C(C(=O)Cl)C=C2)F 4-(3H-[1,2,3]triazolo[4,5-b]pyridin-3-yl)-2-fluorobenzoyl chloride